C1(CCCCCC1)CNC(=O)C1=C(C2=C(NC(=N2)CC2=CC(=CC=C2)O)C=C1)F N-(cycloheptylmethyl)-4-fluoro-2-[(3-hydroxyphenyl)methyl]-1H-benzimidazole-5-carboxamide